((5-((dimethylamino)methyl)-1,3-phenylene)bis(oxy))bis(butane-4,1-diyl)bis(9-pentyltetradecanoate) CN(C)CC=1C=C(C=C(C1)OCCCCC(C(=O)[O-])CCCCCCC(CCCCC)CCCCC)OCCCCC(C(=O)[O-])CCCCCCC(CCCCC)CCCCC